2-methylmalonamide CC(C(=O)N)C(=O)N